C(=C)C1=NC=CC(=N1)N1CCC(CC1)O 1-(2-vinylpyrimidin-4-yl)piperidin-4-ol